aminoglucosyl-L-threonine NN([C@@H]([C@H](O)C)C(=O)O)C1[C@H](O)[C@@H](O)[C@H](O)[C@H](O1)CO